C1=CC=CC=2SC=3C=CCCC3SC12 [9H]thianthrene